3-(6-(2-chloropyrimidin-4-yl)pyridin-2-yl)-3-hydroxy-1-methylpyrrolidin-2-one ClC1=NC=CC(=N1)C1=CC=CC(=N1)C1(C(N(CC1)C)=O)O